5-(3,4,5-trifluorophenyl)-3,4-dihydro-2H-pyrrole-2-carboxylic acid methyl ester COC(=O)C1N=C(CC1)C1=CC(=C(C(=C1)F)F)F